1-aminoethane-1,2-dithiol NC(CS)S